FC=1C=C(C=C(C1)F)NC=1C=C2C(=NNC2=CC1)\C=C\C1=NC=CC=C1 (E)-N-(3,5-difluorophenyl)-3-(2-(pyridin-2-yl)vinyl)-1H-indazol-5-amine